4-((5-(((6-Amino-3-fluoropyridin-2-yl)methoxy)methyl)-3-bromo-2-methoxyphenyl)amino)-6-chloro-N-(methyl-d3)pyridazine-3-carboxamide NC1=CC=C(C(=N1)COCC=1C=C(C(=C(C1)NC1=C(N=NC(=C1)Cl)C(=O)NC([2H])([2H])[2H])OC)Br)F